C1(CCC1)C1=NC2=C(N1)C=CC=C2N[C@@H]2[C@H](COC1=CC=CC=C21)N2C[C@H](OCC2)C 2-CYCLOBUTYL-N-((3R,4S)-3-((R)-2-METHYLMORPHOLINO)CHROMAN-4-YL)-1H-BENZO[D]IMIDAZOL-4-AMINE